tert-butyl-(S)-8-amino-1,2,4a,5-Tetrahydrobenzo[b]pyrazine C(C)(C)(C)N1C=2[C@@H](N=CC1)CC=CC2N